C1(CC1)COC=1C=C(C=CC1C(F)(F)F)C(C)=N[S@@](=O)C(C)(C)C (S)-N-(1-(3-(cyclopropylmethoxy)-4-(trifluoromethyl)phenyl)ethylidene)-2-methylpropane-2-sulfinamide